1,3,5-tricyanomethylhexahydro-s-triazine C(#N)CN1CN(CN(C1)CC#N)CC#N